3-(2-fluoro-4-nitrophenyl)-3-methyl-oxetane FC1=C(C=CC(=C1)[N+](=O)[O-])C1(COC1)C